C(C)(C)(C)OC(=O)N1[C@@H]2C[C@@]2(C[C@H]1C(NC1=NC(=C(C=C1C)F)Br)=O)C (1R,3S,5R)-3-((6-bromo-5-fluoro-3-methylpyridin-2-yl)carbamoyl)-5-methyl-2-azabicyclo[3.1.0]Hexane-2-carboxylic acid tert-butyl ester